sodium tridecylsulfate sodium [Na+].C(CCCCCCCCCCCC)OS(=O)(=O)[O-].[Na+].C(CCCCCCCCCCCC)OS(=O)(=O)[O-]